CC(C)[C@@H](C(=O)O)NC(=O)[C@H](CC1=CNC2=CC=CC=C21)NC(=O)[C@H](CC3=CNC4=CC=CC=C43)N The molecule is a tripeptide composed of two L-tryptophan and one L-valine residues joined by peptide linkages. It derives from a L-tryptophan and a L-valine.